ClC1=C(C=C(C=C1)C=1C=C2C(=NC1)C=NN2CC(=O)N2CC(C2)F)OC(F)F 2-[6-[4-Chloro-3-(difluoromethoxy)phenyl]pyrazolo[4,3-b]pyridin-1-yl]-1-(3-fluoroazetidin-1-yl)ethanone